N4-(5-Cyclopropyl-1H-pyrazol-3-yl)-N2-methyl-N2-(2-(3-(trifluoromethoxy)benzyl)-2-azaspiro[3.3]heptan-6-yl)pyrimidine-2,4-diamine C1(CC1)C1=CC(=NN1)NC1=NC(=NC=C1)N(C1CC2(CN(C2)CC2=CC(=CC=C2)OC(F)(F)F)C1)C